ethyl 1-methyl-5-hydroxypyrrole-4-carboxylate CN1C=CC(=C1O)C(=O)OCC